3-amino-4-bromo-2-chloro-benzonitrile NC=1C(=C(C#N)C=CC1Br)Cl